(S)-6-ethyl-2-((4-((2-hydroxy-1-phenylethyl)amino)-5-(5-methyl-1,3,4-oxadiazol-2-yl)pyridin-2-yl)amino)-7,7-dimethyl-6,7-dihydro-5H-pyrrolo[3,4-d]pyrimidin-5-one C(C)N1C(C=2N=C(N=CC2C1=O)NC1=NC=C(C(=C1)N[C@H](CO)C1=CC=CC=C1)C=1OC(=NN1)C)(C)C